ClC(C(C)(O)C1=CC(=C(C=C1)C)Cl)(F)F 1-chloro-2-(3-chloro-4-methylphenyl)-1,1-difluoropropan-2-ol